4-(2-hydroxyethoxy)phenol OCCOC1=CC=C(C=C1)O